2,6-Difluoro-3-(4-fluoro-3-methyl-5-(methyl(tetrahydro-2H-pyran-4-yl)amino)-1H-pyrazolo[3,4-c]pyridin-1-yl)-5-(trifluoromethyl)phenol FC1=C(C(=C(C=C1N1N=C(C=2C1=CN=C(C2F)N(C2CCOCC2)C)C)C(F)(F)F)F)O